[O-]S(=O)(=O)C(F)(F)F.C(C)[N+]1=CC(=CC=C1)CC 1,3-Diethylpyridinium triflat